COC=1C=C(C=C(C1)OC)[C@H]1C[C@H]([C@H]2[C@@H]1OC(O2)(C)C)N2C=C(C1=C2N=C(N=C1N)Cl)Br 7-[(3aS,4R,6R,6aR)-6-(3,5-dimethoxyphenyl)-2,2-dimethyl-tetrahydro-3aH-cyclopenta[d][1,3]dioxol-4-yl]-5-bromo-2-chloropyrrolo[2,3-d]pyrimidin-4-amine